cis-(3-(2-((3-Aminocyclohexyl)amino)-5-(trifluoromethyl)pyrimidin-4-yl)-1H-indol-7-yl)dimethylphosphine oxide N[C@H]1C[C@H](CCC1)NC1=NC=C(C(=N1)C1=CNC2=C(C=CC=C12)P(C)(C)=O)C(F)(F)F